CC=1C=C2C(C=C(OC2=C(C1)C(C)NC1=C(C(=O)O)C=CC=C1)C1=CC2=C(N=C(S2)C)C=C1)=O 2-[1-[6-Methyl-2-(2-methyl-1,3-benzothiazol-6-yl)-4-oxo-chromen-8-yl]ethylamino]benzoic acid